C(C)(C)(C)OC(=O)NC1CCN(CC1)C1=NC(=NC(=C1)N(C)CC1=CC(=C(C(=C1)OC)OC)OC)NC=1SC(=C(N1)C)C(=O)OCC 2-[[4-[4-tertButyloxycarbonylamino-1-piperidinyl]-6-[[N-[(3,4,5-trimethoxyphenyl)methyl]]-N-(methyl)amino]-2-pyrimidinyl]amino]-4-methyl-5-thiazolecarboxylic acid, ethyl ester